FC(C(C(=O)N)(C1=CC(=C(C=C1)C)B1OC(C(O1)(C)C)(C)C)O)(F)F 3,3,3-Trifluoro-2-hydroxy-2-(4-methyl-3-(4,4,5,5-tetramethyl-1,3,2-dioxaborolan-2-yl)phenyl)propanamide